2,4,6-tri(dimethylaminomethylene)phenol CN(C)C=C1C(C(CC(C1)=CN(C)C)=CN(C)C)O